C(CCCCCCC\C=C/C=C/CC)O (Z,E)-9,11-tetradecadien-1-ol